N=1NN=NC1C1=C(C=CC=C1)C1=NC(=CC(=C1)NC(CC=1C2=C(SC1)C=CC=C2)=O)N(CCC)CC2=CC=CC=C2 N-(2-(2-(2H-tetrazol-5-yl)phenyl)-6-(benzyl(propyl)amino)pyridin-4-yl)-2-(benzo[b]thiophen-3-yl)acetamide